ClC1=CC=C2C(=N1)N=C(N2CC)C2=C(C=C(C=C2C)C(F)(F)F)O 2-(5-chloro-1-ethyl-1H-imidazo[4,5-b]pyridin-2-yl)-3-methyl-5-(trifluoromethyl)phenol